COC(=O)C1=CC=C2C(=NN(C2=C1)C1CC1)NC(=O)OC(C)(C)C 3-[(tert-butoxycarbonyl)amino]-1-cyclopropylindazole-6-carboxylic acid methyl ester